di-tert-butyl-5,5'-dimethoxy-2'-((4,4,5,5-tetraphenyl-1,3,2-dioxaphospholan-2-yl)oxy)-[1,1'-biphenyl]-2-yl di(naphthalen-2-yl)phosphit C1=C(C=CC2=CC=CC=C12)P(OC1=C(C=C(C(=C1C(C)(C)C)C(C)(C)C)OC)C1=C(C=CC(=C1)OC)OP1OC(C(O1)(C1=CC=CC=C1)C1=CC=CC=C1)(C1=CC=CC=C1)C1=CC=CC=C1)([O-])([O-])C1=CC2=CC=CC=C2C=C1